NC1=C(C=C(C=C1C(=O)N)\C=C\C(NC1=CC=C(C=C1)C)=O)C1=CC=C(C=C1)S(N)(=O)=O (E)-2-amino-5-(3-oxo-3-(p-tolylamino)prop-1-en-1-yl)-4'-sulfamoyl-[1,1'-biphenyl]-3-carboxamide